12-laurolactone C1(CCCCCCCCCCCO1)=O